C(#N)C1CC(C1)C=1N=C2C(=NC1)N=C(S2)NC(C2=CN=C(C=C2C2=C(C=CC(=C2)C(F)(F)F)OC)C)=O N-(6-(3-cyanocyclobutyl)thiazolo[4,5-b]pyrazin-2-yl)-4-(2-methoxy-5-(trifluoromethyl)phenyl)-6-methylnicotinamide